BrC1=NC(=CC=C1OC)C(C(F)(F)F)(C)C 2-bromo-3-methoxy-6-(1,1,1-trifluoro-2-methylpropan-2-yl)pyridine